6-(4-cyclopropyl-6-methoxy-pyrimidin-5-yl)-4-[[4-[1-cyclopropyl-4-(trifluoromethyl)imidazol-2-yl]phenyl]methoxy]-2-methyl-pyrazolo[3,4-d]pyrimidine C1(CC1)C1=NC=NC(=C1C=1N=C(C=2C(N1)=NN(C2)C)OCC2=CC=C(C=C2)C=2N(C=C(N2)C(F)(F)F)C2CC2)OC